6-(trifluoromethyl)furo[2,3-b]pyridin-3(2H)-one FC(C1=CC=C2C(=N1)OCC2=O)(F)F